N1PCC(CC1)=O azaphosphinan-4-one